tert-Butyl N-[{5-[cyano(pyridin-4-yl)methyl]-4-fluoro-1H-benzimidazol-2-yl}-(cyclooctyl)methyl]carbamate C(#N)C(C1=C(C2=C(NC(=N2)C(NC(OC(C)(C)C)=O)C2CCCCCCC2)C=C1)F)C1=CC=NC=C1